4-(3-(trifluoromethyl)-1H-pyrazol-1-yl)benzoic acid FC(C1=NN(C=C1)C1=CC=C(C(=O)O)C=C1)(F)F